7-Hydroxy-3-(4'-methoxyphenyl)coumarin OC1=CC=C2C=C(C(OC2=C1)=O)C1=CC=C(C=C1)OC